Cl.FC1=C2C=C(NC2=CC(=C1F)OCC=1N=CSC1)CN (4,5-difluoro-6-(thiazol-4-ylmethoxy)-1H-indol-2-yl)methanamine hydrochloride